methyl cyclopropane-1,2-dicarboxylate C1(C(C1)C(=O)[O-])C(=O)OC